COC=1C=C(C=CC1C)NC(=O)C1CCC(CC1)NC=1C(=C(N(C)CCN(C(OC(C)(C)C)=O)C)C=CC1)[N+](=O)[O-] tert-butyl N-[2-[3-[[4-[(3-methoxy-4-methyl-phenyl) carbamoyl] cyclohexyl] amino]-N-methyl-2-nitro-anilino] ethyl]-N-methyl-carbamate